C12OC(CC2C=CC1)=O rac-2-oxabicyclo-[3.3.0]oct-6-en-3-one